C1=CC=CC=2C3=CC=CC=C3N(C12)C1=CC=C(C=C1)C1=C(C(=C(C(=N1)N1C=2C=CC=C(C2C=2C(=CC=CC12)C#N)C#N)N1C=2C=CC=C(C2C=2C(=CC=CC12)C#N)C#N)C1=CC=CC=2N(C3=CC=CC=C3C12)C1=CC=CC=C1)N1C=2C=CC=C(C2C=2C(=CC=CC12)C#N)C#N 9,9',9''-(6-(4-(9H-carbazol-9-yl)phenyl)-4-(9-phenyl-9H-carbazol-4-yl)pyridine-2,3,5-triyl)tris(9H-carbazole-4,5-dicarbonitrile)